BrC1=NN2C(N(C(=C(C2=O)N2CCNCC2)CC)CC(=O)NC2=C(C=C(C=C2)S(F)(F)(F)(F)F)Cl)=N1 2-(2-bromo-5-ethyl-7-oxo-6-(piperazin-1-yl)-[1,2,4]triazolo[1,5-a]pyrimidin-4(7H)-yl)-N-(2-chloro-4-(pentafluoro-λ6-sulfaneyl)phenyl)acetamide